1-(2-chloropyridin-3-yl)cyclopropane-1-carboxylic acid ClC1=NC=CC=C1C1(CC1)C(=O)O